FC=1C(=C(C=C(C1)C(F)(F)F)O)C1=C2C(=C(N=N1)N[C@H]1CN(CCC1)C)C=NC=C2 3-fluoro-2-(4-{[(3R)-1-methylpiperidin-3-yl]amino}pyrido[3,4-d]pyridazin-1-yl)-5-(trifluoromethyl)phenol